CN1CC=C(C=C1)C 1,4-dimethyl-pyridine